1-[4-[(4-methoxyphenyl)methylamino]-6-(trifluoromethyl)-2-pyridyl]ethanone COC1=CC=C(C=C1)CNC1=CC(=NC(=C1)C(F)(F)F)C(C)=O